ClC1=NC=NC(=C1)C=1N(C=CN1)C1OCCCC1 4-chloro-6-(1-(tetrahydro-2H-pyran-2-yl)-1H-imidazol-2-yl)pyrimidine